ClC=1N=C(C2=C(N1)N=CC=C2)N2CC=1C=C(C=NC1CC2)C(F)(F)F 2-chloro-4-[3-(trifluoromethyl)-7,8-dihydro-5H-1,6-naphthyridin-6-yl]pyrido[2,3-d]pyrimidine